1,4-bis(dimethoxymethyl)benzene COC(C1=CC=C(C=C1)C(OC)OC)OC